5-amino-8-[(cis)-2,6-dimethylmorpholin-4-yl]-7-phenyl-2-[2-(1-piperidyl)ethyl]-[1,2,4]triazolo[4,3-c]pyrimidin-3-one NC1=NC(=C(C=2N1C(N(N2)CCN2CCCCC2)=O)N2C[C@H](O[C@H](C2)C)C)C2=CC=CC=C2